ClC1=C(C=C(C=C1)Cl)S(=O)(=O)N1C2CN(CC1CC2)C(=O)C2=CN=NN2 {8-[(2,5-dichlorophenyl)sulfonyl]-3,8-diazabicyclo[3.2.1]oct-3-yl}(1H-1,2,3-triazol-5-yl)methanone